COC[C@H]1[C@@H](CNC1)OC=1C=C2CN(C(C2=CC1)=O)[C@@H]1C(NC(CC1)=O)=O (S)-3-(5-(((3S,4S)-4-(methoxymethyl)pyrrolidin-3-yl)oxy)-1-oxoisoindolin-2-yl)piperidine-2,6-dione